C(C)N(C(OC1=C(C=C(C=C1)Cl)OC(N(CC)CC)=O)=O)CC 4-chloro-1,2-phenylene bis(diethylcarbamate)